N'-(4-fluorophenyl)-2,2-dimethylcyclopropan-1,1-dicarboxamid FC1=CC=C(C=C1)NC(=O)C1(C(C1)(C)C)C(=O)N